OC1=C2C(C(=COC2=C(C(=C1)O)CN(CCC)C)C1=CC=C(C=C1)OC)=O 5,7-dihydroxy-3-(4-methoxyphenyl)-8-{[methyl-(propyl)amino]methyl}-4H-chromen-4-one